C(C)OC(C(=O)OCC)N1N=CC2=CC(=CC=C12)OCCOC1=C(C=C(C=C1)C(C1=CC=C(C=C1)F)=O)CCC ethyl 2-ethoxy-2-(5-(2-(4-(4-fluorobenzoyl)-2-propylphenoxy)ethoxy)-1H-indazol-1-yl)acetate